tert-butyl (S)-2-(5-(6-cyanopyridin-2-yl)benzo[d]oxazol-2-yl)pyrrolidine-1-carboxylate C(#N)C1=CC=CC(=N1)C=1C=CC2=C(N=C(O2)[C@H]2N(CCC2)C(=O)OC(C)(C)C)C1